ClC1=C(CO)C(=CC=C1)Cl 2,6-dichlorobenzyl alcohol